C1(CCCCCC1)N1N=CC(=C1C(F)(F)F)C(=O)NC1=CC(=C(C=C1)OC1=C2C(=NC=C1)NC(N2C(C)C)=O)F 1-cycloheptyl-N-(3-fluoro-4-((1-isopropyl-2-oxo-2,3-dihydro-1H-imidazo[4,5-b]pyridine-7-yl)oxy)phenyl)-5-(trifluoromethyl)-1H-pyrazole-4-carboxamide